4-(3-Chloroanilino)-2'-[(2R)-3-{[(5R,7S)-5,7-dimethyl-5,6,7,8-tetrahydroquinolin-4-yl]oxy}-2-methylpropyl]-2',3'-dihydrospiro[cyclohexane-1,1'-indene]-4-carboxylic acid ClC=1C=C(NC2(CCC3(C(CC4=CC=CC=C34)C[C@H](COC3=CC=NC=4C[C@H](C[C@H](C34)C)C)C)CC2)C(=O)O)C=CC1